N1(N=CC=C1)C=1C=CC(=NC1)CO (5-(1H-pyrazol-1-yl)pyridin-2-yl)methanol